IC=1C(=C2C=CC=NC2=C(C1)C)/N=C/N(C)C (E)-N'-(6-iodo-8-methylquinolin-5-yl)-N,N-dimethylmethanimidamide